isocyanatomethyl-3-isocyanatocyclohexane N(=C=O)CC1CC(CCC1)N=C=O